[7-(2-chloro-5-fluorophenyl)-7-hydroxy-8-[(4-methoxyphenyl)methyl]-9-oxo-8,9-dihydro-7H-pyrrolo[4,3-c]imidazo[1,5-a]pyridin-6-yl]-5-fluoro-3-(trifluoromethyl)benzamide ClC1=C(C=C(C=C1)F)C1(N(C(C=2C=3N(C=C(C21)C2=C(C(=O)N)C=C(C=C2C(F)(F)F)F)C=NC3)=O)CC3=CC=C(C=C3)OC)O